[C@@H]1(CCCC2=CC=CC=C12)C(=O)N1CC2(CC1)C(NC(CC2)=O)=O 2-((S)-1,2,3,4-tetrahydronaphthalene-1-carbonyl)-2,7-diazaspiro[4.5]decane-6,8-dione